CCO[C@@H]1CC(=O)[C@@]2([C@@H]1[C@@H](C[C@H]3[C@H]([C@@H]2O)C(=C)C(=O)O3)C)C The molecule is a pseudoguaianolide with anti-inflammatory activity isolated from the aerial parts of Inula hupehensis. It has a role as an anti-inflammatory agent and a plant metabolite. It is an ether, a gamma-lactone, a cyclic ketone, an organic heterotricyclic compound, a pseudoguaianolide and a secondary alcohol.